1-(4-((3-(trifluoromethyl)phenoxy)methyl)benzyl)azetidine-3-carboxylic acid FC(C=1C=C(OCC2=CC=C(CN3CC(C3)C(=O)O)C=C2)C=CC1)(F)F